7-butyl-5-[1,3-dioxo-2-(2-trimethylsilylethoxymethyl)-2,4-diazadispiro[4.1.57.15]tridecan-10-yl]-4,6-dioxo-isothiazolo[3,4-d]pyrimidine-3-carbonitrile C(CCC)N1C(N(C(C=2C1=NSC2C#N)=O)C2CCC1(CC3(NC(N(C3=O)COCC[Si](C)(C)C)=O)C1)CC2)=O